BrC1=C2C(=C(NC2=CC=C1Cl)C(=O)OC)CC Methyl 4-bromo-5-chloro-3-ethyl-1H-indole-2-carboxylate